2-cyanomethyl-3-oxobutanoate C(#N)CC(C(=O)[O-])C(C)=O